ClC=1C(=C(C=CC1)NC1=C(NC2=C1C(NCC2)=O)C2=C(C=NC=C2)C#CC2(CC2)CF)OC 3-[(3-chloro-2-methoxyphenyl)amino]-2-(3-{2-[1-(fluoromethyl)cyclopropyl]ethynyl}pyridin-4-yl)-1H,5H,6H,7H-pyrrolo[3,2-c]pyridin-4-one